2-((4-(2-(4-chloro-2-fluorophenyl)-2-methyl-3-oxo-3,4-dihydro-2H-benzo[b][1,4]oxazin-8-yl)piperidin-1-yl)methyl)-1-(((S)-oxetan-2-yl)methyl)-1H-benzo[d]imidazole-6-carboxylic acid ClC1=CC(=C(C=C1)C1(C(NC2=C(O1)C(=CC=C2)C2CCN(CC2)CC2=NC1=C(N2C[C@H]2OCC2)C=C(C=C1)C(=O)O)=O)C)F